NC=1C=2N(C3=CC(=C(C=C3N1)F)C(=O)N(C1CCC3=NC(=CC=C31)C(F)(F)F)C)C=NC2C 4-amino-7-fluoro-N,3-dimethyl-N-(2-(trifluoromethyl)-6,7-dihydro-5H-cyclopenta[b]pyridin-5-yl)imidazo[1,5-a]quinoxaline-8-carboxamide